NCCCCCCCCCCCCN(S(=O)(=O)C1=C(C=CC=C1)[N+](=O)[O-])CCCCCC N-(12-aminododecyl)-N-hexyl-2-nitrobenzenesulfonamide